NC1=C(C=2C(=NC=C(C2S1)F)C=1C2=C(C=3C=NC(=NC3C1F)OC[C@H]1N(CCC1)C)COC2)C#N 2-Amino-7-fluoro-4-[5-fluoro-3-[[(2S)-1-methylpyrrolidin-2-yl]methoxy]-7,9-dihydrofuro[3,4-f]quinazolin-6-yl]thieno[3,2-c]pyridine-3-carbonitrile